FC(C(=O)OIOC(C(F)(F)F)=O)(F)F bis(trifluoroacetoxy)iodine